N1C(=NC2=C1C=CC=C2)C2=C(C(=CC=C2)Cl)C=2C(=CC(=CC2)C(N[C@@H](CCC)C2=CC=C(C=C2)F)=O)C(=O)O (S)-2'-(1H-1,3-benzodiazol-2-yl)-6'-chloro-4-{[1-(4-fluorophenyl)butyl]carbamoyl}-[1,1'-biphenyl]-2-carboxylic acid